[Si].[Cr].[Al].[Ti] Titanium aluminum chromium silicon